4-hydroxy-2-(methylthio)-5,6-dihydropyrido[3,4-d]pyrimidine-7(8H)-carboxylic acid tert-butyl ester C(C)(C)(C)OC(=O)N1CC=2N=C(N=C(C2CC1)O)SC